BrC=1C=2N(C(=NC1)N)N=CN2 8-bromo-[1,2,4]Triazolo[1,5-c]Pyrimidine-5-amine